COC([C@@](CCOCCI)(C(=O)OC(C)(C)C)N)=O (S)-2-Boc-amino-4-(2-iodoethoxy)butyric acid methyl ester